4-(2-bromoacetyl)-N,N-diethylbenzenesulfonamide BrCC(=O)C1=CC=C(C=C1)S(=O)(=O)N(CC)CC